2-((3,4-dihydroisoquinolin-2(1H)-yl)methyl)-5-((2-(pyrimidin-2-yl)-2-azaspiro[3.3]heptan-6-yl)methoxy)-4H-pyran-4-one C1N(CCC2=CC=CC=C12)CC=1OC=C(C(C1)=O)OCC1CC2(CN(C2)C2=NC=CC=N2)C1